(6-(2-fluorophenoxy)-2-methylpyridin-3-yl)(4-(((3R,6S)-6-(hydroxymethyl)tetrahydro-2H-pyran-3-yl)amino)-5-methoxy-1H-pyrrolo[2,3-b]pyridin-3-yl)methanone FC1=C(OC2=CC=C(C(=N2)C)C(=O)C2=CNC3=NC=C(C(=C32)N[C@H]3CO[C@@H](CC3)CO)OC)C=CC=C1